C1(=CC=CC=C1)P(OC1=C(C=CC2=CC=CC=C12)C)([O-])=O methylnaphthalen-1-yl (S)-phenylphosphonate